N-(3-[[cis-4-phenylcyclohexyl]methoxy]pyridin-4-yl)methanesulfonamide C1(=CC=CC=C1)[C@H]1CC[C@H](CC1)COC=1C=NC=CC1NS(=O)(=O)C